C(C)C=1C2=C(NC1C=1C=C(C=3N(C1)N=CN3)C)C=C(S2)C(=O)N2CCNCC2 [6-ethyl-5-(8-methyl-[1,2,4]triazolo[1,5-a]pyridin-6-yl)-4H-thieno[3,2-b]pyrrol-2-yl]-piperazin-1-yl-methanone